3,3'-iminodi(propylamine) N(CCCN)CCCN